4-((2-(3-((4-methoxy-6-(methylsulfonyl)pyridin-3-yl)amino)prop-1-yn-1-yl)-1-(2,2,2-trifluoroethyl)-1H-indol-4-yl)amino)tetrahydro-2H-thiopyran 1,1-dioxide COC1=C(C=NC(=C1)S(=O)(=O)C)NCC#CC=1N(C2=CC=CC(=C2C1)NC1CCS(CC1)(=O)=O)CC(F)(F)F